(R)-N-(3,3-difluoro-1-(methyl-d3)piperidin-4-yl)-5-(1-(2,2-difluoroethyl)-4-fluoro-1H-benzo[d]imidazol-6-yl)-6-fluoro-4-(methoxy-d3)pyrrolo[2,1-f][1,2,4]triazin-2-amine FC1(CN(CC[C@H]1NC1=NN2C(C(=N1)OC([2H])([2H])[2H])=C(C(=C2)F)C=2C=C(C1=C(N(C=N1)CC(F)F)C2)F)C([2H])([2H])[2H])F